2-chloro-2-methyl-butyric acid ClC(C(=O)O)(CC)C